methyl trichloroacetimidate (methyltrichloroacetimidate) CN=C(C(Cl)(Cl)Cl)O.ClC(C(OC)=N)(Cl)Cl